(S)-7-(4-(5-fluoro-2-((S)-1-(tetrahydro-2H-pyran-4-yl)ethoxy)phenyl)piperidin-1-yl)-2-(1,3,4-oxadiazol-2-yl)-5-oxa-2-azaspiro[3.4]octane FC=1C=CC(=C(C1)C1CCN(CC1)[C@@H]1COC2(CN(C2)C=2OC=NN2)C1)O[C@@H](C)C1CCOCC1